C(#N)C1=CC=C(C=C1)C1=C2CN(CC2=CC(=C1)NC(C)C)C#N 4-(4-cyanophenyl)-6-(isopropylamino)isoindoline-2-carbonitrile